2-[(2-methyl-2-phenyl-propanoyl)amino]-4-[2-phenoxyethyl-[4-(5,6,7,8-tetrahydro-1,8-naphthyridin-2-yl)butyl]amino]butanoic acid CC(C(=O)NC(C(=O)O)CCN(CCCCC1=NC=2NCCCC2C=C1)CCOC1=CC=CC=C1)(C)C1=CC=CC=C1